C1(=CC=C(C=C1)C=NN)C p-tolualdehyde hydrazone